[3-13C]L-lactic acid C([C@@H](O)[13CH3])(=O)O